ClC=1C=C(C=O)C=C(C1)C=1N=NN(C1)CC1=C(C=C(C=C1)C=1OC(=NN1)C(F)F)F 3-chloro-5-(1-(4-(5-(difluoromethyl)-1,3,4-oxadiazol-2-yl)-2-fluorobenzyl)-1H-1,2,3-triazol-4-yl)benzaldehyde